4-(4-((tert-butoxycarbonyl)amino)phenyl)thiazole-2-carboxylic acid C(C)(C)(C)OC(=O)NC1=CC=C(C=C1)C=1N=C(SC1)C(=O)O